(S)-3-amino-3-(2,3-Dihydrobenzofuran-6-yl)propionic acid ethyl ester C(C)OC(C[C@@H](C1=CC2=C(CCO2)C=C1)N)=O